ClC=1C=C2CC(N(C2=CC1)CC(=O)N1CCC(C2CCCCC12)=O)=O 1-[(5-chloro-2-oxo-2,3-dihydro-1H-indol-1-yl)acetyl]octahydroquinolin-4(1H)-one